4-(N,N-Dimethylsulfamoyl)benzenesulfonyl chloride CN(S(=O)(=O)C1=CC=C(C=C1)S(=O)(=O)Cl)C